(R)-2-(1-(2-(1H-indol-3-yl)ethyl)-7-ethoxy-6-methoxy-3,4-dihydroisoquinoline-2(1H)-yl)acetamide N1C=C(C2=CC=CC=C12)CC[C@H]1N(CCC2=CC(=C(C=C12)OCC)OC)CC(=O)N